5-(benzofuran-5-yl)-N-(1H-indol-3-yl)isoindoline-2-carboxamide O1C=CC2=C1C=CC(=C2)C=2C=C1CN(CC1=CC2)C(=O)NC2=CNC1=CC=CC=C21